C1(CC1)C1=NN(C(=C1C(F)(F)F)C(=O)N)CC12CC(CC2C1)(F)F 3-cyclopropyl-1-((3,3-difluorobicyclo[3.1.0]hexan-1-yl)methyl)-4-(trifluoromethyl)-1H-pyrazole-5-carboxamide